2,3,6,7-Tetraiodocarbazole IC1=CC=2NC3=CC(=C(C=C3C2C=C1I)I)I